[7-fluoro-3-(methoxymethyl)-8-(2-triisopropylsilylethynyl)-1-naphthyl] 2,2-dimethylpropanoate CC(C(=O)OC1=CC(=CC2=CC=C(C(=C12)C#C[Si](C(C)C)(C(C)C)C(C)C)F)COC)(C)C